ClC=1N=C(NC1[C@H]1[C@H](CN(CC1)S(=O)(=O)CC1CN(C1)C(=O)OC(C)(C)C)C)C1=NC=C(C=C1)F Tert-butyl 3-[[(3R,4R)-4-[4-chloro-2-(5-fluoro-2-pyridyl)-1H-imidazol-5-yl]-3-methyl-1-piperidyl]sulfonylmethyl]azetidine-1-carboxylate